CN1C[C@H](CC1)CNC(O)=O.BrC1=CC=C(CS(=O)(=O)N2CCOCC2)C=C1 4-((4-bromobenzyl)sulfonyl)morpholine {[(3R)-1-methylpyrrolidin-3-yl]methyl}carbamate